[N+](=O)([O-])[O-].[Pr+3].[N+](=O)([O-])[O-].[N+](=O)([O-])[O-] Praseodymium(III) nitrate